FC(C1=CC=C2C(=CC=NC2=C1)NC[C@@H]1CC[C@H](CC1)C(=O)N1CCN(CC1)C1=CC=CC=C1)(F)F trans-1-{{4-{[(7-trifluoromethylquinolin-4-yl)amino]methyl}cyclohexyl}formyl}-4-phenylpiperazine